BrC=1C(=C2C(=NC1C1=C(C=CC=C1F)F)CNC2=O)NC2=NC=C(C=C2)N2CCOCC2 3-bromo-2-(2,6-difluorophenyl)-4-((5-morpholinopyridin-2-yl)amino)-6,7-dihydro-5H-pyrrolo[3,4-b]pyridin-5-one